(S)-1-(4-(2-(2-Fluoro-6-hydroxyphenyl)-2H-pyrazolo[3,4-d]pyrimidin-4-yl)-3-methylpiperazin-1-yl)prop-2-en-1-one FC1=C(C(=CC=C1)O)N1N=C2N=CN=C(C2=C1)N1[C@H](CN(CC1)C(C=C)=O)C